2,6-di-tert-butyl-4-[(2-epoxyethyl)methyl]phenol C(C)(C)(C)C1=C(C(=CC(=C1)CC1CO1)C(C)(C)C)O